ISOAMYL BUTYRATE (3-methyl butyl butanoate) CC(CCC(C(=O)O)CC)C.C(CCC)(=O)OCCC(C)C